2-tert-butyl-N-[3-(7-{[(3S,4R)-3-fluoro-1-methylpiperidin-4-yl]amino}-3-(2,2,2-trifluoroethyl)pyrazolo[1,5-a]pyridin-2-yl)prop-2-yn-1-yl]-1,3-oxazole-4-carboxamide C(C)(C)(C)C=1OC=C(N1)C(=O)NCC#CC1=NN2C(C=CC=C2N[C@H]2[C@H](CN(CC2)C)F)=C1CC(F)(F)F